4-amino-N-((5S)-6,6-difluoro-2-(trifluoromethyl)-6,7-dihydro-5H-cyclopenta[b]pyridin-5-yl)-N,1-dimethyl-1H-pyrazolo[4,3-c]quinoline-8-carboxamide NC1=NC=2C=CC(=CC2C2=C1C=NN2C)C(=O)N(C)[C@@H]2C(CC1=NC(=CC=C12)C(F)(F)F)(F)F